O.Cl.CC1C=C2C3=C(N=C2C=C1)N(CC3)C(NC=3C=NC=CC3)=O 5-methyl-1-(3-pyridylcarbamoyl)-1,2,3,5-tetrahydropyrrolo[2,3-b]indole hydrochloride hydrate